BrC1=CC=C2C(=CN(C2=C1)CC1=NC=CC=C1)CCN(C(OC(C)(C)C)=O)S(N(C)C)(=O)=O tert-butyl (2-(6-bromo-1-(pyridin-2-ylmethyl)-1H-indol-3-yl)ethyl)(N,N-dimethylsulfamoyl)carbamate